ethyl (S)-4,5-dihydro-2-[2-hydroxy-4-(3,6-dioxaheptyloxy)phenyl]-4-methyl-4-thiazolecarboxylate OC1=C(C=CC(=C1)OCCOCCOC)C=1SC[C@@](N1)(C(=O)OCC)C